FC(C(N1N=CC(=C1)C(=O)N)(C)C)(F)F 1-(2,2,2-trifluoro-Dimethyl-ethyl)pyrazole-4-carboxamide